2-difluoromethoxyaniline FC(OC1=C(N)C=CC=C1)F